C(C)OC(=O)C1=NC=C2N1C(CC1=CC=CC=C21)C 5-methyl-5,6-dihydroimidazo[5,1-a]isoquinoline-3-carboxylic acid ethyl ester